3-[4-(1-bromoethyl)phenyl]-5-(trifluoromethyl)-1,2,4-oxadiazole BrC(C)C1=CC=C(C=C1)C1=NOC(=N1)C(F)(F)F